SCCC(=O)OCCO ethylene glycol (3-mercaptopropionate)